6-(((1r,4r)-5-(tert-butoxycarbonyl)-2,5-diazabicyclo[2.2.1]hept-2-yl)methyl)thieno[2,3-b]pyridine-2-carboxylic acid C(C)(C)(C)OC(=O)N1[C@H]2CN([C@@H](C1)C2)CC2=CC=C1C(=N2)SC(=C1)C(=O)O